COC[C@H](C(=O)NC=1SC(=NN1)N[C@H]1CN(CC1)C=1N=NC=CC1)C1=CC=CC=C1 (2R)-3-methoxy-2-phenyl-N-(5-{[(3R)-1-(3-pyridazinyl)-3-pyrrolidinyl]amino}-1,3,4-thiadiazol-2-yl)propanamide